10-(2-((4-aminobutyl)amino)-2-oxo-ethyl)-1,4,7,10-tetraazacyclododecane NCCCCNC(CN1CCNCCNCCNCC1)=O